FC=1C=C(C=CC1C)C=1NC(C=2N(C1)N=C(C2)C(=O)OCC)=O Ethyl 6-(3-fluoro-4-methylphenyl)-4-oxo-4,5-dihydropyrazolo[1,5-a]pyrazine-2-carboxylate